FC(CN1C=C(C=C(C1=O)F)NC(CC1=NC=C2C=CC(=NC2=C1)C1=NC(=CC=C1)N1C[C@@H](O[C@@H](C1)C)C)=O)F N-(1-(2,2-difluoroethyl)-5-fluoro-6-oxo-1,6-dihydropyridin-3-yl)-2-(2-(6-((cis)-2,6-dimethylmorpholino)pyridin-2-yl)-1,6-naphthyridin-7-yl)acetamide